1-(1-((3R,4S)-3-Fluoro-1-(piperidin-4-ylmethyl)piperidin-4-yl)-3-methyl-1H-pyrrolo[2,3-b]pyridin-5-yl)dihydropyrimidine-2,4(1H,3H)-dione F[C@@H]1CN(CC[C@@H]1N1C=C(C=2C1=NC=C(C2)N2C(NC(CC2)=O)=O)C)CC2CCNCC2